BrC=1C=NC=2N(C1)N=C(C2F)C 6-bromo-3-fluoro-2-methylpyrazolo[1,5-a]pyrimidine